O1C=2N(CC1)N=CC2 l-2,3-dihydropyrazolo[5,1-b]oxazole